C(C)OC(CCN(C1=NC=CC=C1)C(=O)C1=CC2=C(N(C(=N2)CNC2=CC=C(C=C2)C=NN)C)C=C1)=O N-[[2-[[[4-(aminoiminomethyl)phenyl]amino]methyl]-1-methyl-1H-benzimidazol-5-yl]carbonyl]-N-2-pyridinyl-beta-alanine ethyl ester